NC1=CC(=C(C(=O)NCC2(CCCCC2)N2CCC(CC2)(F)F)C=C1Cl)OC 4-amino-5-chloro-N-((1-(4,4-difluoropiperidin-1-yl)cyclohexyl)methyl)-2-methoxybenzamide